2-[[6-(1,3-Benzothiazol-2-ylamino)-5-methyl-pyridazin-3-yl]-[3-(trimethylammonio)propyl]amino]-5-[3-[2-fluoro-4-[3-(methylamino)prop-1-ynyl]phenoxy]propyl]thiazole-4-carboxylate S1C(=NC2=C1C=CC=C2)NC2=C(C=C(N=N2)N(C=2SC(=C(N2)C(=O)[O-])CCCOC2=C(C=C(C=C2)C#CCNC)F)CCC[N+](C)(C)C)C